CC=1N(C(=C2C(N(N=CC21)C2=NC=CC=N2)=O)C)C2=CC=CC=C2 5,7-dimethyl-6-phenyl-2-(pyrimidin-2-yl)-2,6-dihydro-1H-pyrrolo[3,4-d]pyridazin-1-one